C1(CCCC1)P(C1=C(SC(=C1P(C1CCCC1)C1CCCC1)C1=CC=CC=C1)C1=CC=CC=C1)C1CCCC1 3,4-bis(dicyclopentylphosphino)-2,5-diphenylthiophene